3-(2,3-dioxo-3,4-dihydroquinoxalin-1(2H)-yl)propyl 2-methylbenzoate CC1=C(C(=O)OCCCN2C(C(NC3=CC=CC=C23)=O)=O)C=CC=C1